2,2-dimethoxy-phenyl-butanone COC1(C(C=CC=C1)CC(CC)=O)OC